C(C)(C)(C)OC=1C=C(C=CC1)[S+](C1=CC(=CC=C1)OC(C)(C)C)C1=CC(=CC=C1)OC(C)(C)C tris(3-tert-butoxyphenyl)sulfonium